NC(C(=O)O)CC=1NC=CN1 amino-β-imidazolyl-propionic acid